[1-(3,6-dimethyl-9H-carbazol-9-yl)methyl]phosphonic acid CC=1C=CC=2N(C3=CC=C(C=C3C2C1)C)CP(O)(O)=O